1-((5S,7R,8R,9S,10R)-8,10-bis(benzyloxy)-7-((benzyloxy)methyl)-1,6-dioxaspiro[4.5]dec-3-ene-9-yl)-4-(3,4,5-trifluorophenyl)-1H-1,2,3-triazole C(C1=CC=CC=C1)O[C@H]1[C@H](O[C@@]2(C=CCO2)[C@@H]([C@H]1N1N=NC(=C1)C1=CC(=C(C(=C1)F)F)F)OCC1=CC=CC=C1)COCC1=CC=CC=C1